6-(4-chlorophenyl)-2-(3-fluorophenyl)-N-[(4-hydroxytetrahydro-2H-pyran-4-yl)methyl]-3-oxo-2,3-dihydropyridazine-4-carboxamide ClC1=CC=C(C=C1)C=1C=C(C(N(N1)C1=CC(=CC=C1)F)=O)C(=O)NCC1(CCOCC1)O